OC1=C(C=O)C(=CC(=C1)\C=C\C1=CC=C(C=C1)OC)OC (E)-2-hydroxy-6-methoxy-4-(4-methoxystyryl)benzaldehyde